(S)-2-amino-N-((3-(4-decylphenyl)-1,2,4-oxadiazol-5-yl)methyl)-3-hydroxypropanamide hydrochloride Cl.N[C@H](C(=O)NCC1=NC(=NO1)C1=CC=C(C=C1)CCCCCCCCCC)CO